2-[(5-amino-1-{6-[(2,6-difluorophenyl)oxy]-4-methylpyridin-3-yl}pyrazol-4-yl)carbonyl]-N-(2-hydroxyethyl)-6,7,8,9-tetrahydro-3H-pyrrolo[3,2-f]isoquinoline-7-carboxamide NC1=C(C=NN1C=1C=NC(=CC1C)OC1=C(C=CC=C1F)F)C(=O)C1=CC2=C3CCN(CC3=CC=C2N1)C(=O)NCCO